methyl 4-bromo-3-iodothiophene-2-carboxylate BrC=1C(=C(SC1)C(=O)OC)I